6-(1-(1-(1-acryloyl-3-methoxyazetidine-3-carbonyl)piperidin-4-yl)-5-methyl-1H-pyrazol-4-yl)-4-methoxypyrazolo[1,5-a]pyridine-3-carbonitrile C(C=C)(=O)N1CC(C1)(C(=O)N1CCC(CC1)N1N=CC(=C1C)C=1C=C(C=2N(C1)N=CC2C#N)OC)OC